C(C1=CC=CC=C1)OC1CC(C1)C(=O)O 3-(benzyloxy)cyclobutanecarboxylic acid